6-[4-tert-butyl-2-(4-fluoro-2-methoxy-phenoxy)-6-methyl-phenyl]-2-methyl-4-oxo-1H-pyridine-3-carboxylic acid C(C)(C)(C)C1=CC(=C(C(=C1)C)C1=CC(C(=C(N1)C)C(=O)O)=O)OC1=C(C=C(C=C1)F)OC